BrC1=C2C=NN(C2=CC=C1F)COCC[Si](C)(C)C 4-bromo-5-fluoro-1-((2-(trimethylsilyl)ethoxy)methyl)-1H-indazole